bis(4-iodophenyl) carbonate C(OC1=CC=C(C=C1)I)(OC1=CC=C(C=C1)I)=O